CC1=CC=2CC3=CC(=CC=C3N(C2C=C1)C1=CC=CC=C1)C 2,7-dimethyl-10-phenylacridine